[N+](=O)([O-])C=1C=C(C=CC1)C=CC(=O)N1CC(CCC1)[Se]C1=CC=CC=C1 1-(3-(3-nitrophenyl)acryloyl)-3-(phenylselanyl)piperidine